CN1C(C(=CC2=CC=CC=C12)C\C=C\C1=CC=CC=C1)=O (E)-1-Methyl-3-(3-phenylallyl)quinolin-2(1H)-one